(R)-(6-(4-(5-fluoro-2-methoxyphenyl)piperidin-1-yl)-2-azaspiro[3.4]octan-2-yl)(oxetan-3-yl)methanone FC=1C=CC(=C(C1)C1CCN(CC1)[C@H]1CC2(CN(C2)C(=O)C2COC2)CC1)OC